2-(2,6-dioxo-3-piperidyl)-5-fluoro-6-(2-oxo-7-azaspiro[3.5]nonan-7-yl)isoindoline-1,3-dione O=C1NC(CCC1N1C(C2=CC(=C(C=C2C1=O)F)N1CCC2(CC(C2)=O)CC1)=O)=O